6'-(tert-butyl)-2',4',5-trioxohexahydro-4'H,6'H-spiro[furan-3,8'-[3a,6]methanofuro[3,2-c]pyran]-2,4-diyl dibenzoate C(C1=CC=CC=C1)(=O)OC1OC(C(C12C13C(OC2(CC1OC(C3)=O)C(C)(C)C)=O)OC(C3=CC=CC=C3)=O)=O